Kalium chlorat Cl(=O)(=O)[O-].[K+]